({5-[1-(2,6-difluoro-4-isopropylphenyl)-1H-pyrazol-3-yl]-2-methylphenyl} methyl) carbamate C(N)(OCC1=C(C=CC(=C1)C1=NN(C=C1)C1=C(C=C(C=C1F)C(C)C)F)C)=O